BrC1=C(C=C(OC2CCC(CC2)CCCCN2CCN(CC2)C=2C=CC=C3C(=NN(C23)C)C2C(NC(CC2)=O)=O)C=C1)C 3-(7-(4-(4-((1r,4s)-4-(4-bromo-3-methylphenoxy)cyclohexyl)butyl)piperazin-1-yl)-1-methyl-1H-indazol-3-yl)piperidine-2,6-dione